BrC=1C(=NC=CC1)O 3-bromo-2-pyridinol